FC1(CN(CC1)C1=NC=CC(=C1C1=NC2=C(N1)CC(CC2)OC)C2=CC=CC=C2)F 2-(2-(3,3-difluoropyrrolidin-1-yl)-4-phenylpyridin-3-yl)-6-methoxy-4,5,6,7-tetrahydro-1H-benzo[d]imidazole